FC1=C2C=CN=CC2=C(C(=C1)C1=NC=C(N=C1)N(C)[C@H]1[C@H]([C@@H]2CCC(C1)N2)F)O 5-fluoro-7-(5-{[(1S,2S,3R)-2-fluoro-8-azabicyclo[3.2.1]octan-3-yl](methyl)amino}pyrazin-2-yl)isoquinolin-8-ol